C(C=C)(=O)O.NC(=O)OCC.NC(=O)OCC.NC(=O)OCC triurethane acrylate